(S)-2-amino-3-(3-chloro-1H-indol-6-yl)propanoic acid N[C@H](C(=O)O)CC1=CC=C2C(=CNC2=C1)Cl